OCCCCCCCCCCCCCCCCCCCCCCCCCCCCCCCC(=O)N[C@@H](CO)[C@H](O)CCCCCCCCCCCCCCC N-(32-hydroxy-dotriacontanoyl)-sphinganine